3,4-dimethoxy-6-nitrophenylmethyl carbamate C(N)(OCC1=CC(=C(C=C1[N+](=O)[O-])OC)OC)=O